(R)-N-methyl-1-(pyrrolidin-2-yl)methylamine CNC[C@@H]1NCCC1